BrC=1C=C2C(=NC1)C1=C(N2[C@@H](C2CCOCC2)C2=CC=CC=C2)C=NN1C (S)-6-bromo-1-methyl-4-(phenyl-(tetrahydro-2H-pyran-4-yl)methyl)-1,4-dihydropyrazolo[3',4':4,5]Pyrrolo[3,2-b]Pyridine